NC1C2=C(OC13CCN(CC3)N3C(C=NC=C3)=O)C=CC=C2 (3-amino-3H-spiro[benzofuran-2,4'-piperidin]-1'-yl)pyrazin-2(1H)-one